FC1(CCN(CC1)C(=O)C=1C=C2C(=NC1)N(C=C2)C=2C=C(C(=O)NCCO)C=CC2)F 3-(5-(4,4-difluoropiperidine-1-carbonyl)-1H-pyrrolo[2,3-b]pyridin-1-yl)-N-(2-hydroxyethyl)benzamide